C1(CC1)C1=NN(C=C1C1=NC=CC=C1[C@@H]1C[C@H](C1)O)[C@@H]1C[C@H](C1)CNC1=C2C(N(C(C2=CC=C1)=O)C1C(NC(CC1)=O)=O)=O (((Trans-3-(3-cyclopropyl-4-(3-(trans-3-hydroxycyclobutyl)pyridin-2-yl)-1H-pyrazol-1-yl)cyclobutyl)methyl)amino)-2-(2,6-dioxopiperidin-3-yl)isoindoline-1,3-dione